(5R,7R)-3,3,7-trimethyl-8-(2-nitrophenyl)-2-oxa-8-azaspiro[4.5]decane CC1(OC[C@@]2(C1)C[C@H](N(CC2)C2=C(C=CC=C2)[N+](=O)[O-])C)C